β-glycidoxypropyl-ethyl-dimethoxysilane C(C1CO1)OC(C[Si](OC)(OC)CC)C